4-(2-chlorobenzyl)-N-cyclopropyl-5-oxo-4,5-dihydroimidazo[1,2-a]quinazoline-2-carboxamide ClC1=C(CN2C=3N(C4=CC=CC=C4C2=O)C=C(N3)C(=O)NC3CC3)C=CC=C1